ClC=1C(=CC(=C(C(=O)NS(=O)(=O)C2=CC=C(C=C2)OCC=2C=NC=CC2)C1)F)OCC1CCCC1 5-chloro-4-(cyclopentylmethoxy)-2-fluoro-N-((4-(pyridin-3-ylmethoxy)phenyl)sulfonyl)benzamide